NC=1C=2N(C=CN1)C(=NC2C2=C(C=C(C=C2)C(NC2=NC=CC(=C2)C(F)(F)F)=O)F)[C@H]2C[C@H](CCC2)C(=O)O (1S,3R)-3-[8-amino-1-(2-fluoro-4-{[4-(trifluoromethyl)pyridin-2-yl]carbamoyl}phenyl)imidazo[1,5-a]pyrazin-3-yl]cyclohexanecarboxylic acid